ClC1=C(C(=CC=C1)F)CN 1-(2-chloro-6-fluorophenyl)methylamine